C(C)N1C(NC2=CC(=CC=C2C1=O)CN1CCNCC1)=O 4-((3-ethyl-2,4-dioxo-1,2,3,4-tetrahydroquinazolin-7-yl)methyl)piperazin